BrC1=C(C=C(C=C1)C(C)(C)C=1N=C(SC1)NC(=O)NCC=1C=NC(=NC1)N1CCNCC1)F 1-(4-(2-(4-bromo-3-fluoro-phenyl)propan-2-yl)-thiazol-2-yl)-3-((2-(piperazin-1-yl)pyrimidin-5-yl)-methyl)urea